1-(4-(5-(difluoromethyl)-1,3,4-oxadiazole-2-yl)-2-fluorobenzyl)-3-(1-methylpiperidine-4-yl)-5-(piperidine-4-yl)-1,3-dihydro-2H-benzo[d]imidazole-2-one FC(C1=NN=C(O1)C1=CC(=C(CN2C(N(C3=C2C=CC(=C3)C3CCNCC3)C3CCN(CC3)C)=O)C=C1)F)F